C(C)N(S(=O)(=O)NC=1C(=C(C(=O)C2=CNC3=NC=C(C=C32)C=3C=NC(=NC3)N3CCC(CC3)C(=O)OC(C)(C)C)C(=CC1)F)F)C tert-butyl 1-[5-[3-[3-[[ethyl(methyl) sulfamoyl] amino]-2,6-difluoro-benzoyl]-1H-pyrrolo[2,3-b]pyridin-5-yl]pyrimidin-2-yl]piperidine-4-carboxylate